C1=C(C=CC2=CC=C3C4=CC=C5C=CC=CC5=C4C=CC3=C21)C(=O)N picene-2-carboxamide